tertbutyl 3-(2-bromo-6-chloropyridin-4-yl)-4-(2-chloroacetyl)-5-(hydroxymethyl)piperazine-1-carboxylate BrC1=NC(=CC(=C1)C1CN(CC(N1C(CCl)=O)CO)C(=O)OC(C)(C)C)Cl